OC1=CC=C(C=C1)C1NC2=CC=CC=C2C(N1)=O 2-(4-hydroxyphenyl)-2,3-dihydroquinazolin-4(1H)-one